1-cyclopropylpyrazole-5-boronic acid pinacol ester C1(CC1)N1N=CC=C1B1OC(C)(C)C(C)(C)O1